1-(dibenzo[b,d]furan-2-yl)phenylmethanone ethyl-1-(4-fluoro-2-iodophenyl)-3-methyl-1H-pyrazole-5-carboxylate C(C)OC(=O)C1=CC(=NN1C1=C(C=C(C=C1)F)I)C.C1=C(C=CC=2OC3=C(C21)C=CC=C3)C3(CC=CC=C3)C=O